(S)-4-{2-[4-(hydroxymethyl)thiazol-2-yl]-2-pivalamidoethyl}phenyl-sulfamic acid OCC=1N=C(SC1)[C@H](CC1=CC=C(C=C1)NS(O)(=O)=O)NC(C(C)(C)C)=O